C(C)N1C(=NN=C1)C1(CC(C1)C)C=1C=C(C=CC1)NC(=O)C=1C=2N(C=C(C1)CNC1(CC1)C)C=CN2 N-(3-((1s,3s)-1-(4-ethyl-4H-1,2,4-triazol-3-yl)-3-methylcyclobutyl)phenyl)-6-(((1-methylcyclopropyl)amino)methyl)imidazo[1,2-a]pyridine-8-carboxamide